S1C(=CC=C1)C=CC(=O)[O-] thiophene-acrylate